ClC1=NC(=NC=C1C(F)(F)F)C=1C=NN(C1)CCO 2-(4-(4-chloro-5-(trifluoromethyl)pyrimidin-2-yl)-1H-pyrazol-1-yl)ethan-1-ol